FC=1C(=C(C=CC1)C=1CC=NC(C1)=O)OCOC 4-(3-fluoro-2-(methoxymethoxy)phenyl)-6-oxo-3,6-dihydropyridine